Cl.N[C@H](CCO)C=1C=NC(=CC1)Cl (R)-3-amino-3-(6-chloropyridin-3-yl)propan-1-ol hydrochloride